(S)-(4-(4-(difluoromethoxy)pyrazolo[1,5-a]pyridin-2-yl)-6,7-dihydro-1H-imidazo[4,5-c]pyridin-5(4H)-yl)(5-(1-(trifluoromethyl)-1H-pyrazol-3-yl)-1,3,4-oxadiazol-2-yl)methanone FC(OC=1C=2N(C=CC1)N=C(C2)[C@H]2N(CCC1=C2N=CN1)C(=O)C=1OC(=NN1)C1=NN(C=C1)C(F)(F)F)F